{(5r,8r)-8-[1-(2-hydroxyethyl)-4-pyrazolylamino]-2-aza-2-spiro[4.5]decyl}[5-(trifluoromethyl)-1,3a-diaza-3-indenyl]methanone OCCN1N=CC(=C1)NC1CCC2(CCN(C2)C(=O)C2=CN=C3C=CC(=CN23)C(F)(F)F)CC1